C(C)OC(=O)C1=CC2=C(OC(O2)(F)F)C=C1CN(C=1N=C2N(C=C(C=C2)C(F)(F)F)C1S(=O)(=O)CC)C(=O)OC(C)(C)C 6-[[tert-butoxycarbonyl-[3-ethylsulfonyl-6-(trifluoromethyl)imidazo[1,2-a]pyridin-2-yl]amino]methyl]-2,2-difluoro-1,3-benzodioxole-5-carboxylic acid ethyl ester